ClC1=CC(=C(CN2N=C(C(=C2)C)C(=O)OCC)C=C1)F ethyl 1-(4-chloro-2-fluorobenzyl)-4-methyl-1H-pyrazole-3-carboxylate